3-(benzyloxy)-5-methyl-6-(3-phenoxybenzyl)-2-propylisonicotinic acid Phenethyl ester (Phenethyl 3-(benzoyloxy)-5-methyl-6-(3-phenoxybenzoyl)-2-propylisonicotinate) C(CC1=CC=CC=C1)C1(C(=O)O)C(C(=NC(=C1C)C(C1=CC(=CC=C1)OC1=CC=CC=C1)=O)CCC)OC(C1=CC=CC=C1)=O.C(CC1=CC=CC=C1)OC(C1=C(C(=NC(=C1C)CC1=CC(=CC=C1)OC1=CC=CC=C1)CCC)OCC1=CC=CC=C1)=O